FC(C=1C(=CSC1)C=1N=C(NC1)C1N(CCCC1)CC(C)SC)F 1-(2-(4-(4-(difluoromethyl)thiophen-3-yl)-1H-imidazol-2-yl)piperidin-1-yl)-2-(methylthio)propan